O1C(=CC=C1)C(=O)N1CCN(CC1)C(C=1SC(=CC1)C)C1=NN=NN1C1=CC=C(C=C1)OC 1-(furan-2-carbonyl)-4-{[1-(4-methoxyphenyl)-1H-1,2,3,4-tetrazol-5-yl](5-methylthiophen-2-yl)methyl}piperazine